5-((2-(3-((3-Chlorobenzyl)oxy)phenyl)pyrimidin-5-yl)methoxy)-2-(2-cyclopropylacetamido)benzoic acid ClC=1C=C(COC=2C=C(C=CC2)C2=NC=C(C=N2)COC=2C=CC(=C(C(=O)O)C2)NC(CC2CC2)=O)C=CC1